OC1CCC2(C3CCC4(C(CCC4C3CCC2C1)C(C)=O)C)C 1-(3-Hydroxy-10,13-dimethyl-2,3,4,5,6,7,8,9,11,12,14,15,16,17-tetradecahydro-1H-cyclopenta[a]phenanthren-17-yl)ethanone